BrC=1C=C2C(=C(OC(C2=CC1)=O)C1=NC=CC=C1)/C(/C(=O)OCC)=C(/C)\O Ethyl (E)-2-(6-bromo-1-oxo-3-(pyridin-2-yl)-1H-isochromen-4-yl)-3-hydroxybut-2-enoate